(((5-fluoropyridin-2-yloxy)methyl)-3-sulfamylphenyl)acetamide butyl-N-[3-[(3R)-3-amino-1-piperidyl]-5-fluoro-3-methyl-2-OXO-indolin-7-yl]-N-ethyl-carbamate C(CCC)OC(N(CC)C=1C=C(C=C2C(C(NC12)=O)(C)N1C[C@@H](CCC1)N)F)=O.FC=1C=CC(=NC1)OCC1=C(C=CC=C1S(N)(=O)=O)CC(=O)N